C(C)N1N=C2C(N=C(C=C2)N2CCNCC2)=C1N(C=1SC(=C(N1)C1=CC=C(C=C1)F)C#N)C 2-((2-ethyl-5-(piperazin-1-yl)-2H-pyrazolo[4,3-b]pyridin-3-yl)(methyl)amino)-4-(4-fluorophenyl)thiazole-5-carbonitrile